tert-butyl 3-(8-(2-(((tert-butyldimethylsilyl)oxy)methyl)thieno[3,2-b]pyridin-7-yl)-6-chloro-3,4-dihydroquinolin-1(2H)-yl)azetidine-1-carboxylate [Si](C)(C)(C(C)(C)C)OCC1=CC2=NC=CC(=C2S1)C=1C=C(C=C2CCCN(C12)C1CN(C1)C(=O)OC(C)(C)C)Cl